(1R,3S)-3-(5-((2-((R,E)-5-aminohex-1-en-1-yl)pyridin-4-yl)amino)-1-(tert-butyl)-1H-pyrazol-3-yl)cyclopentyl (4-nitrophenyl) carbonate C(O[C@H]1C[C@H](CC1)C1=NN(C(=C1)NC1=CC(=NC=C1)\C=C\CC[C@@H](C)N)C(C)(C)C)(OC1=CC=C(C=C1)[N+](=O)[O-])=O